S(=O)(=O)(O)O.C=CC=C butadiene sulfate